tert-butyl (4-(but-3-en-1-yl)-1-(3-((3-(but-3-en-1-yl)chroman-4-yl)carbamoyl)benzyl)-4-ethyl-6-oxotetrahydropyrimidin-2(1H)-ylidene)carbamate C(CC=C)C1(NC(N(C(C1)=O)CC1=CC(=CC=C1)C(NC1C(COC2=CC=CC=C12)CCC=C)=O)=NC(OC(C)(C)C)=O)CC